N-(2-(2-(2-(2-((2-(2,6-dioxopiperidin-3-yl)-1,3-dioxoisoindolin-4-yl)amino)ethoxy)ethoxy)ethoxy)ethyl)-2-fluoro-4-(7-(quinolin-6-ylmethyl)imidazo[1,2-b][1,2,4]triazin-2-yl)benzamide O=C1NC(CCC1N1C(C2=CC=CC(=C2C1=O)NCCOCCOCCOCCNC(C1=C(C=C(C=C1)C=1C=NC=2N(N1)C(=CN2)CC=2C=C1C=CC=NC1=CC2)F)=O)=O)=O